isopropyl (R,E)-4-(2-(3-(2-((1-(2-(1-methyl-1H-pyrazol-4-yl)quinolin-4-yl)ethyl)carbamoyl)phenyl) propanoyl)hydrazineyl)-4-oxobut-2-enoate CN1N=CC(=C1)C1=NC2=CC=CC=C2C(=C1)[C@@H](C)NC(=O)C1=C(C=CC=C1)CCC(=O)NNC(/C=C/C(=O)OC(C)C)=O